ClC1=C(C(C2=CC=CC=C2C1OC1=CC=CC=C1)OC1=CC=CC=C1)NCC1=C(C(=O)NC2=C(C=NC=C2)[N+](=O)[O-])C=CC=C1 ((3-chloro-1,4-diphenoxy-1,4-dihydronaphthalen-2-ylamino)methyl)-N-(3-nitropyridin-4-yl)benzamide